ClC1=CC=C(O[C@H](C(=O)NOCC(CC(F)(F)F)C)C)C=C1 (2S)-2-(4-chlorophenoxy)-N-(4,4,4-trifluoro-2-methylbutoxy)propanamide